C(C1=CC=CC=C1)N(CCO)C N-Benzyl-N-Methyl-Ethanolamin